C1(CC1)C1=CC=2N(C=C1)C(=CN2)S(=O)(=O)NC=2C(=NC(=C(C2)F)OCC(F)F)OC 7-cyclopropyl-N-[6-(2,2-difluoroethoxy)-5-fluoro-2-methoxy-3-pyridinyl]imidazo[1,2-a]pyridine-3-sulfonamide